ethyl 2-(2-(acetoxymethyl)-6-cyclopropylimidazo[1,2-a]pyridin-8-yl)acetate C(C)(=O)OCC=1N=C2N(C=C(C=C2CC(=O)OCC)C2CC2)C1